(3-phenyl)-quinazolin-4(3H)-one C1(=CC=CC=C1)N1C=NC2=CC=CC=C2C1=O